C(C)OC(C(=C)C)=O.C(CCCCCCCCCCCCCCC)[NH+](C)C hexadecyldimethyl-ammonium ethyl-methacrylate